Cl.C(C)(C)(C)OC([C@@H](NC(=O)OC(C)(C)C)CCCCN)=O tert-butyl-N2-(tert-butoxycarbonyl)-L-lysinate hydrochloride